C(C)(C)(C)OC(=O)N1CC(C1)NN 3-hydrazinoazetidine-1-carboxylic acid tert-butyl ester